NC=1C=NN2C1C=C(C=C2)N(CCO)CCO 2-[(3-aminopyrazolo[1,5-a]pyridin-5-yl)(2-hydroxyethyl)amino]ethanol